C1(CCCCCCCCCCCC(=O)OCCCCO1)=O 4-butylene tridecanedioate